lithium N,N'-diphenyl-sulfonyl-benzidine C1(=CC=CC=C1)S(=O)(=O)NC1=CC=C(C=C1)C1=CC=C(NS(=O)(=O)C2=CC=CC=C2)C=C1.[Li]